CCCO 3-propanol